NCC=1C(=NC(=C(N1)C=1C=CC=2N(C1)C(=CN2)C)C2=CC(=CC=C2)F)N (aminomethyl)-6-(3-fluorophenyl)-5-(3-methylimidazo[1,2-a]pyridin-6-yl)pyrazin-2-amine